ClC1=CC(=CC(=N1)NCC)C1(COC1)CC1=NN=CN1C L-6-chloro-N-ethyl-4-(3-((4-methyl-4H-1,2,4-triazol-3-yl)methyl)oxetan-3-yl)pyridin-2-amine